CC=1SC(=CN1)C(=O)OC methyl 2-methylthiazole-5-carboxylate